4-(3-acrylamido-2-methylphenyl)-2-(1,3-dimethyl-1H-pyrazol-4-yl)-1H-indole-7-carboxamide C(C=C)(=O)NC=1C(=C(C=CC1)C1=C2C=C(NC2=C(C=C1)C(=O)N)C=1C(=NN(C1)C)C)C